O=C1N(CC2=C(C=CC=C12)SCCN1CCNCC1)C1C(NC(CC1)=O)=O 3-(1-oxo-4-((2-(piperazin-1-yl)ethyl)thio)isoindolin-2-yl)piperidine-2,6-dione